methyl 2-methyl-2-(morpholine-4-carbonyl)indoline-5-carboxylate CC1(NC2=CC=C(C=C2C1)C(=O)OC)C(=O)N1CCOCC1